OC1=C(C(=O)O)C=C(C=C1)NCCC1=CC=C(C=C1)OC 2-hydroxy-5-[2-(4-methoxy-phenyl)-ethylamino]-benzoic acid